[NH+]([O-])([O-])[O-] azonate